C(C)(=O)N1CCN(CC1)S(=O)(=O)C=1C=C(C(=O)O)C=CC1 3-(4-Acetylpiperazin-1-yl)sulphonylbenzoic acid